FC(C1=CC=CC(=N1)NC(=O)C=1C(=CC=2N(C1)C=C(N2)[C@@]21CO[C@@](CC2)(C1)C)OC(C)C)F N-(6-(difluoromethyl)pyridin-2-yl)-7-isopropoxy-2-((1S,4R)-1-methyl-2-oxabicyclo[2.2.1]hept-4-yl)imidazo[1,2-a]pyridine-6-carboxamide